O=C1NC(CCC1NC(C1=C(C(=CC=C1)CN1C(COCC1)=O)F)=O)=O N-(2,6-dioxopiperidin-3-yl)-2-fluoro-3-(3-oxo-morpholinyl)methylbenzamide